ethyl 1,4-bis(4-fluorophenyl)-1H-pyrazole-3-carboxylate FC1=CC=C(C=C1)N1N=C(C(=C1)C1=CC=C(C=C1)F)C(=O)OCC